5-(3'-chloro-2-hydroxy-4'-(3-methyl-2-oxoimidazolidin-1-yl)-[1,1'-biphenyl]-3-yl)-1-methyl-3-(piperazin-1-yl)pyridin-2(1H)-one ClC=1C=C(C=CC1N1C(N(CC1)C)=O)C1=C(C(=CC=C1)C=1C=C(C(N(C1)C)=O)N1CCNCC1)O